CN1C(=C([C@H]2[C@H](O)[C@H](O)[C@@H](CO)O2)C(NC1=O)=O)I 1-Methyl-6-iodo-pseudouridine